tert-butyl 5-{[(5,6-difluoro-1H-indol-3-yl)carbamoyl] formamido}-octahydrocyclopenta[c]pyrrole-2-carboxylate FC=1C=C2C(=CNC2=CC1F)NC(=O)C(=O)NC1CC2C(CN(C2)C(=O)OC(C)(C)C)C1